(Z)-S-(2-(N-((4-amino-2-methylpyrimidin-5-yl)methyl) formamido)-5-(phosphonooxy)pent-2-en-3-yl) 5-methylfuran-2-carbothioate CC1=CC=C(O1)C(S\C(=C(\C)/N(C=O)CC=1C(=NC(=NC1)C)N)\CCOP(=O)(O)O)=O